Cl.COC1=C(C(=CC=C1)C1=CC(=CC=C1)OC)N L-3,3'-dimethoxy-biphenyl-amine hydrochloride